C1(CC1)C1=NN=C2N1C1=C(C(=CC(=C1NC2(C)C)F)C2=C1C=CN(C1=CC=C2)S(=O)(=O)C)OC 1-Cyclopropyl-6-fluoro-9-methoxy-4,4-dimethyl-8-(1-methylsulfonyl-1H-indol-4-yl)-5H-[1,2,4]triazolo[4,3-a]quinoxaline